ethyl 7-(3,5-dimethylisoxazol-4-yl)-4-hydroxy-6-methoxy-9H-pyrimido[4,5-b]indole-2-carboxylate CC1=NOC(=C1C1=C(C=C2C3=C(NC2=C1)N=C(N=C3O)C(=O)OCC)OC)C